2-(2,3-difluoro-4-((4-(pentyloxy)phenyl)ethynyl)phenyl)-1,3-dioxolane FC1=C(C=CC(=C1F)C#CC1=CC=C(C=C1)OCCCCC)C1OCCO1